N1C[C@H](CCC1)C1=CNC2=NC(=CC=C21)CO {3-[(3R)-piperidin-3-yl]-1H-pyrrolo[2,3-b]pyridin-6-yl}methanol